tert-Butyl 3-(4-{2-[ethyl(isopropyl)carbamoyl]-4-fluorophenyl}-1-methyl-1H-indazol-6-yl)-3-hydroxypyrrolidine-1-carboxylate C(C)N(C(=O)C1=C(C=CC(=C1)F)C1=C2C=NN(C2=CC(=C1)C1(CN(CC1)C(=O)OC(C)(C)C)O)C)C(C)C